FC=1C=C(C2=C(N=C(O2)[C@H]2N(CCC3=C2N=CN3)C(=O)C3=C(N=C(O3)C(C)(C)O)C(F)F)C1)F (S)-(4-(5,7-difluorobenzo[d]oxazol-2-yl)-6,7-dihydro-1H-imidazo[4,5-c]pyridin-5(4H)-yl)(4-(difluoromethyl)-2-(2-hydroxypropan-2-yl)oxazol-5-yl)methanone